[F-].[Fe+] iron(I) fluoride